4-Chloro-1,7-naphthyridine-6-carbonitrile ClC1=CC=NC2=CN=C(C=C12)C#N